OC1(COC1)C1=CC=C(C=C1)C(=O)N1CC2=CN(C=C2C1)C1=CC=C(C=C1)C(F)(F)F (4-(3-hydroxyoxetan-3-yl)phenyl)(5-(4-(trifluoromethyl)phenyl)-3,5-dihydropyrrolo[3,4-c]pyrrol-2(1H)-yl)methanone